(S)-1-(4-acryloylpiperazin-1-yl)-6-(8-chloronaphthalen-1-yl)-3-((1-methylpyrrolidin-2-yl)methoxy)-5,6,7,8-tetrahydro-2,6-naphthyridine-4-carbonitrile C(C=C)(=O)N1CCN(CC1)C1=NC(=C(C=2CN(CCC12)C1=CC=CC2=CC=CC(=C12)Cl)C#N)OC[C@H]1N(CCC1)C